ClC1=CC=C(C=C1)C1=C(C(=CN1C)C(CN1CCCCC1)=O)C 1-(5-(4-Chlorophenyl)-1,4-dimethyl-1H-pyrrol-3-yl)-2-(piperidin-1-yl)ethanone